9-[4-(4,6-diphenyl-1,3,5-triazine-2-yl)phenyl]-N3,N3,N6,N6-tetraphenyl-9H-carbazole-3,6-diamine C1(=CC=CC=C1)C1=NC(=NC(=N1)C1=CC=CC=C1)C1=CC=C(C=C1)N1C2=CC=C(C=C2C=2C=C(C=CC12)N(C1=CC=CC=C1)C1=CC=CC=C1)N(C1=CC=CC=C1)C1=CC=CC=C1